FC(C1=CC=C(CN2[C@H]3CC(C[C@@H]2CC3)N)C=C1)(F)F (1R,3s,5S)-8-(4-(trifluoromethyl)benzyl)-8-azabicyclo[3.2.1]octan-3-amine